C(C)OC(CS(=O)(=O)CC(CCC(C(=O)O)(C)C1=CC(=CC=C1)CCC(=O)OCC)(C)C)=O 6-((2-ethoxy-2-oxoethyl)sulfonyl)-2-(3-(3-ethoxy-3-oxopropyl)phenyl)-2,5,5-trimethylhexanoic acid